C(C)OC(CCCCCCCC1C(C1)CCCCCCCCC(CCCCCC)CN(C)C)=O ethyl-8-(2-{9-[(dimethylamino)methyl]pentadecyl}cyclopropyl)octanoate